3-(1-Acetyl-4-methoxypiperidin-4-yl)-5-(((R)-1-(3-(difluoromethyl)-2-fluorophenyl)ethyl)amino)-1,7-dimethyl-8-((Z)-2-((R)-1-methylpyrrolidin-2-yl)vinyl)-1,6-naphthyridin-2(1H)-one C(C)(=O)N1CCC(CC1)(OC)C=1C(N(C2=C(C(=NC(=C2C1)N[C@H](C)C1=C(C(=CC=C1)C(F)F)F)C)\C=C/[C@@H]1N(CCC1)C)C)=O